C(C)(=O)OCC1(CCOCC1)C1=CC(=C(C=C1OCC1=CC=CC=C1)CC(=O)OC(C)(C)C)F tert-butyl 2-[4-[4-(acetoxymethyl)tetrahydropyran-4-yl]-5-benzyloxy-2-fluoro-phenyl]acetate